N1C=CC2=C(C=CC=C12)C(C)N1N=C(C=C1C(=O)NC1[C@H]2COC[C@@H]12)C(=O)NC 1-(1-(1H-indol-4-yl)ethyl)-N5-((1R,5S,6r)-3-oxabicyclo[3.1.0]hexan-6-yl)-N3-methyl-1H-pyrazole-3,5-dicarboxamide